1,2-dihydropyrazol N1NCC=C1